C(C1=CC=CC=C1)OC=1C(=NC(=C(C1NC)I)Cl)C 3-(Benzyloxy)-6-chloro-5-iodo-N,2-dimethylpyridine-4-amine